3-chloro-2,5-dimethylaniline ClC=1C(=C(N)C=C(C1)C)C